CC1=C(C=C(C=C1)C(C)C1=CC=CC=C1)C 1,2-dimethyl-4-(1-phenylethyl)benzene